2-[2,6-difluoro-4-(methylthio)phenyl]-4,4,5,5-tetramethyl-1,3,2-dioxaborolan FC1=C(C(=CC(=C1)SC)F)B1OC(C(O1)(C)C)(C)C